3-amino-2-methylpropenal NC=C(C=O)C